(R)-3-(1-acryloylpyrrolidin-3-yl)-7-amino-1-(4-(3,5-difluorophenoxy)phenyl)-1,5-dihydro-4H-pyrazolo[3,4-d]pyridazin-4-one C(C=C)(=O)N1C[C@@H](CC1)C1=NN(C=2C(=NNC(C21)=O)N)C2=CC=C(C=C2)OC2=CC(=CC(=C2)F)F